The molecule is an organic heterohexacyclic compound and spirooxindole-type pyranopyrimidine spiro compound in which the shared atom of the spiro system is the carbon at position 3 of 1-allyl-7-fluoro-1,3-dihydro-2H-indol-2-one. It has a role as an antineoplastic agent. It is an organic heterohexacyclic compound, an organofluorine compound, a spiro compound and a member of oxindoles. CC1=NC2=C(C(=O)N1C(=O)C)[C@]3(C4=C(C(=CC=C4)F)N(C3=O)CC=C)C5=C(O2)C6=C(C=CC(=C6)F)OC5=O